FC=1C(=NC(=NC1)NC=1C=NN(C1)CCOC)N1C=C(C2=CC(=CC=C12)NC(C=C)=O)C N-[1-[5-fluoro-2-[[1-(2-methoxyethyl)pyrazol-4-yl]amino]pyrimidin-4-yl]-3-methyl-indol-5-yl]prop-2-enamide